(S)-8-chloro-6-(((1-(1-(difluoromethyl)cyclopropyl)-1H-1,2,3-triazol-4-yl)(1-oxo-1,2-dihydroisoquinolin-5-yl)methyl)amino)-4-(neopentylamino)quinoline-3-carbonitrile ClC=1C=C(C=C2C(=C(C=NC12)C#N)NCC(C)(C)C)N[C@@H](C1=C2C=CNC(C2=CC=C1)=O)C=1N=NN(C1)C1(CC1)C(F)F